ClC1=CC=C(C=C1)NC(CN1C(=NC(C2=C1C(N(C2)[C@H](COC)C)=O)=O)S)=O (S)-N-(4-chlorophenyl)-2-(2-mercapto-6-(1-methoxypropane-2-yl)-4,7-dioxo-4,5,6,7-tetrahydro-1H-pyrrolo[3,4-D]pyrimidin-1-yl)acetamide